2-(4-chloro-3-fluorophenyl)oxazole-4-carboxylic acid ethyl ester C(C)OC(=O)C=1N=C(OC1)C1=CC(=C(C=C1)Cl)F